4-(hydroxymethyl)-2,6-dimethoxyphenol OCC1=CC(=C(C(=C1)OC)O)OC